Acetylcadaverine C(C)(=O)NCCCCCN